2-ethyl-1,9-nonanediol C(C)C(CO)CCCCCCCO